N-(2-methoxyethyl)-1-(tetrahydro-2H-pyran-4-yl)-2-((6-(trifluoro-methoxy)benzo[d]-thiazol-2-yl)amino)-1H-benzo[d]imidazole-5-carboxamide COCCNC(=O)C1=CC2=C(N(C(=N2)NC=2SC3=C(N2)C=CC(=C3)OC(F)(F)F)C3CCOCC3)C=C1